O1C[C@H](CC1)NC1=C2CN(CC2=CC(=C1)OS(=O)(=O)C(F)(F)F)C(=O)OC(C)(C)C tert-Butyl (S)-4-((tetrahydrofuran-3-yl)amino)-6-(((trifluoromethyl)sulfonyl) oxy)isoindoline-2-carboxylate